2-(trimethylsilyl)ethyl (3R,4R)-3-{[{(1R)-1-[1-benzyl-4-(2,5-difluorophenyl)-1H-pyrrol-2-yl]-2,2-dimethylpropyl}(chloroacetyl)amino]methyl}-4-fluoropyrrolidine-1-carboxylate C(C1=CC=CC=C1)N1C(=CC(=C1)C1=C(C=CC(=C1)F)F)[C@@H](C(C)(C)C)N(C(CCl)=O)C[C@@H]1CN(C[C@@H]1F)C(=O)OCC[Si](C)(C)C